N-(1,1-Dimethylprop-2-ynyl)-4-[[2-(1H-indazol-6-yl)acetyl]amino]pyridine-2-carboxamide CC(C#C)(C)NC(=O)C1=NC=CC(=C1)NC(CC1=CC=C2C=NNC2=C1)=O